N-octadecyl-N-hexadecylmethylammonium [tetrakis(heptafluoronaphthalenyl)borate] FC=1C(=C(C(=C2C(=C(C(=C(C12)[B-](C1=C(C(=C(C2=C(C(=C(C(=C12)F)F)F)F)F)F)F)(C1=C(C(=C(C2=C(C(=C(C(=C12)F)F)F)F)F)F)F)C1=C(C(=C(C2=C(C(=C(C(=C12)F)F)F)F)F)F)F)F)F)F)F)F)F.C(CCCCCCCCCCCCCCCCC)[NH+](CCCCCCCCCCCCCCCC)C